FC1=C(C#N)C(=CC(=C1)CO)OC([2H])([2H])[2H] 2-Fluoro-4-(hydroxymethyl)-6-(trideuteromethoxy)benzonitrile